(3-Fluoro-5-(1-(6-fluoropyridin-3-yl)-1H-pyrazol-4-yl)phenyl)methanamine, hydrochloride Cl.FC=1C=C(C=C(C1)C=1C=NN(C1)C=1C=NC(=CC1)F)CN